2-(5-fluoro-2-pyridinyl)-3-(6-methoxy-1,5-naphthyridin-4-yl)-6,7-dihydro-5H-pyrazolo[5,1-b][1,3]oxazine FC=1C=CC(=NC1)C1=NN2C(OCCC2)=C1C1=CC=NC2=CC=C(N=C12)OC